BrC=1C=C2C(=CC1)C(N(CC21CC1)CC(=O)N)=O 2-(6-bromo-1-oxo-spiro[3H-isoquinolin-4,1'-cyclopropane]-2-yl)acetamide